C(C)(C)(C)OC(=O)N1C2CC(CC1CC2)C(=O)O 8-(tert-butyloxycarbonyl)-8-azabicyclo[3.2.1]Octane-3-carboxylic acid